FC(C1=CC=C(C=C1)N1C(CCC2=CC=CC=C12)CNC(C=C)=O)(F)F N-((1-(4-(trifluoromethyl)phenyl)-1,2,3,4-tetrahydroquinolin-2-yl)methyl)acrylamide